2-(pyridin-4-yl)ethyl (4-(2-isopropoxypropan-2-yl)thiazol-2-yl)carbamate C(C)(C)OC(C)(C)C=1N=C(SC1)NC(OCCC1=CC=NC=C1)=O